N=1ON=C2C1C=CC(=C2)C=O benzo[c][1,2,5]oxadiazole-5-carbaldehyde